4-amino-1-[(2R,3S,4R,5R)-4-[(tert-butyldimethylsilyl)oxy]-5-{[(tert-butyldimethylsilyl)oxy]methyl}-3-fluoro-5-[(methylsulfanyl)methyl]oxolan-2-yl]-5-fluoropyrimidin-2-one NC1=NC(N(C=C1F)[C@@H]1O[C@]([C@H]([C@@H]1F)O[Si](C)(C)C(C)(C)C)(CSC)CO[Si](C)(C)C(C)(C)C)=O